N-(3-amino-4-(2-chloro-5-fluorophenoxy)-1-methyl-7-((1-methylpiperidin-4-yl)ethynyl)-1H-indazol-5-yl)-3-fluoro-5-(trifluoromethyl)benzamide NC1=NN(C2=C(C=C(C(=C12)OC1=C(C=CC(=C1)F)Cl)NC(C1=CC(=CC(=C1)C(F)(F)F)F)=O)C#CC1CCN(CC1)C)C